N-{4-[7-(pyridin-2-yl)-5H-pyrrolo[3,2-c]pyridazin-6-yl]pyridin-2-yl}butanamide N1=C(C=CC=C1)C1=C(NC2=C1N=NC=C2)C2=CC(=NC=C2)NC(CCC)=O